2-(6-amino-5-(8-(2-(3-(diethylamino)prop-1-yn-1-yl)pyridin-4-yl)-3,8-diazabicyclo[3.2.1]octan-3-yl)pyridazin-3-yl)phenol NC1=C(C=C(N=N1)C1=C(C=CC=C1)O)N1CC2CCC(C1)N2C2=CC(=NC=C2)C#CCN(CC)CC